FC1=C(C=C2CN(C(C2=C1)=O)C1C(NC(CC1)=O)=O)N1CCN(CC1)CC1CCN(CC1)C1=CC=C(C=C1)C1C(COC2=CC(=CC=C12)O)C1=CC=C(C=C1)OC 3-(6-fluoro-5-(4-((1-(4-(7-hydroxy-3-(4-methoxyphenyl)chroman-4-yl)phenyl)piperidin-4-yl)methyl)piperazin-1-yl)-1-oxoisoindolin-2-yl)piperidine-2,6-dione